COC(C1=C(C=C(C(=C1)OCCCN(C(C1=C(C=CC=C1F)F)=O)C(CC)=O)OC)NC(CC)=O)=O 5-(3-(2,6-difluoro-N-propioylbenzamido)propoxy)-4-methoxy-2-propioamidobenzoic acid methyl ester